O[C@](C(=O)N[C@@H](C(C([2H])([2H])[2H])(C([2H])([2H])[2H])O)C1=CC=C(C=C1)OCC(CCC)C)(C)C1=CC=CC=C1 (2R)-2-Hydroxy-N-((1R)-2-hydroxy-2-(methyl-d3)-1-(4-((2-methylpentyl)oxy)phenyl)propyl-3,3,3-d3)-2-phenylpropanamide